bis(3-t-butyl-4-hydroxyphenyl)methane C(C)(C)(C)C=1C=C(C=CC1O)CC1=CC(=C(C=C1)O)C(C)(C)C